2-(2-hydroxy-5-bromo-benzoyl)pyridine OC1=C(C(=O)C2=NC=CC=C2)C=C(C=C1)Br